8-(4-(3,4-difluorophenyl)piperazine-1-carbonyl)-1,3-diazaspiro[4.5]decane-2,4-dione FC=1C=C(C=CC1F)N1CCN(CC1)C(=O)C1CCC2(C(NC(N2)=O)=O)CC1